1-(4-((4-([1,2,4]triazolo[4,3-c]pyrimidin-7-yloxy)-3-methylphenyl)amino)quinazolin-6-yl)-1H-pyrrole-3-carbaldehyde N=1N=CN2C=NC(=CC21)OC2=C(C=C(C=C2)NC2=NC=NC1=CC=C(C=C21)N2C=C(C=C2)C=O)C